Br.C(CC)S(=O)(=O)O 1-propanesulfonic acid hydrobromide